7-(5-((tert-butyldiphenylsilyl)oxy)-4-(((tert-butyldiphenylsilyl)oxy)methyl)-pentyl)-1,2,3,4-tetrahydro-1,8-naphthyridine [Si](C1=CC=CC=C1)(C1=CC=CC=C1)(C(C)(C)C)OCC(CCCC1=CC=C2CCCNC2=N1)CO[Si](C1=CC=CC=C1)(C1=CC=CC=C1)C(C)(C)C